C(C1=CC=CC=C1)OC(=O)N1C(CCCC1)N1N=CC2=C1N(C(C=1C=C(C=C(C21)C(C)NC=2C(=NC(=CC2)Cl)C=2C=NN(C2)C)C)=O)C [9-[1-[[6-chloro-2-(1-methylpyrazol-4-yl)-3-pyridinyl]amino]ethyl]-4,7-dimethyl-5-oxo-pyrazolo[3,4-c]isoquinolin-3-yl]piperidine-1-carboxylic acid benzyl ester